N-(6-chloro-1-((3-chloro-4-fluorophenyl)amino)isoquinolin-7-yl)-4-(piperidin-1-yl)butanamide ClC=1C=C2C=CN=C(C2=CC1NC(CCCN1CCCCC1)=O)NC1=CC(=C(C=C1)F)Cl